tert-Butyl 4-(3-bromo-2-fluoro-propyl)-2,2-dimethyl-pyrrolidine-1-carboxylate BrCC(CC1CC(N(C1)C(=O)OC(C)(C)C)(C)C)F